(2R,5R)-tert-Butyl 5-(chloromethyl)-4-(2-(4-(6-methoxy-1-methyl-1H-indole-2-carbonyl)piperazin-1-yl)-2-oxoethyl)-2-methylpiperazine-1-carboxylate ClC[C@@H]1N(C[C@H](N(C1)C(=O)OC(C)(C)C)C)CC(=O)N1CCN(CC1)C(=O)C=1N(C2=CC(=CC=C2C1)OC)C